C(#N)C1=CC(=C(OC=2N=NC(=C(C2C(=O)N)C)C2=CC=C(C=C2)C)C=C1)OC 3-(4-cyano-2-methoxyphenoxy)-5-methyl-6-(4-methylphenyl)pyridazin-4-carboxamide